valine-2,3,4,4,4,4',4',4'-d8 N[C@@](C(C([2H])([2H])[2H])(C([2H])([2H])[2H])[2H])(C(=O)O)[2H]